(S)-N-(5-(4-(2-morpholinoacetyl)piperazin-1-yl)thiazol-2-yl)pyrrolidine-3-carboxamide lithium triphosphate salt [O-]P([O-])(=O)OP(=O)([O-])OP(=O)([O-])[O-].[Li+].O1CCN(CC1)CC(=O)N1CCN(CC1)C1=CN=C(S1)NC(=O)[C@@H]1CNCC1.[Li+].[Li+].[Li+].[Li+]